tert-Butyl N-[4-carbamoyl-5-[4-[2-[[3-(1,1-difluoro-2,2-dimethylpropyl)isoxazol-5-yl]amino]-2-oxoethyl]phenyl]-2-isopropyl-pyrazol-3-yl]carbamate C(N)(=O)C1=C(N(N=C1C1=CC=C(C=C1)CC(=O)NC1=CC(=NO1)C(C(C)(C)C)(F)F)C(C)C)NC(OC(C)(C)C)=O